1-(2-(((3-aminophenyl)thio)methyl)-6-cyclopropylimidazo[1,2-a]pyridin-8-yl)-3-methylimidazolidine-2,4-dione NC=1C=C(C=CC1)SCC=1N=C2N(C=C(C=C2N2C(N(C(C2)=O)C)=O)C2CC2)C1